(S)-1-((R)-2-((4-(2-(difluoromethyl)phenyl)-1-oxo-1,2-dihydroisoquinolin-7-yl)oxy)propanoyl)piperidine-3-carboxylic acid FC(C1=C(C=CC=C1)C1=CNC(C2=CC(=CC=C12)O[C@@H](C(=O)N1C[C@H](CCC1)C(=O)O)C)=O)F